ClC1=CC=C(C=C1)S(=O)(=O)\N=C(\N1N=C(C(C1)C1=CC=CC=C1)C1=CC=C(C=C1)Cl)/Cl (Z)-N-((4-chlorophenyl)sulfonyl)-3-(4-chlorophenyl)-4-phenyl-4,5-dihydro-1H-pyrazole-1-carbimidoyl chloride